CC1=C(C(=CC=C1)C)C1=NC=2NS(C=3C=CC=C(C(NCCN(C(=C1)N2)CC(C)C)=O)C3)(=O)=O 6-(2,6-dimethylphenyl)-9-isobutyl-2,2-dioxo-2λ6-thia-3,5,9,12,19-pentazatricyclo[12.3.1.14,8]nonadeca-1(18),4(19),5,7,14,16-hexaen-13-one